CC=1N(C(=CC1)C)C(CO)CO 2-(2,5-dimethyl-1H-pyrrol-1-yl)-propane-1,3-diol